NC1=NC=CC=2N1C(=NC2C2CN(CC2)CC#CC)C2=CC(=C(C(=O)NC1=NC=CC(=C1)C1CC1)C=C2)Cl 4-(5-amino-1-(1-(but-2-ynyl)pyrrolidin-3-yl)imidazo[1,5-c]pyrimidin-3-yl)-2-chloro-N-(4-cyclopropylpyridin-2-yl)benzamide